4-(5-chloro-4-((((3S,4R)-4-hydroxytetrahydro-2H-pyran-3-yl)methyl)amino)-6-oxopyridazin-1(6H)-yl)-N-phenylpiperidine-1-sulfonamide ClC1=C(C=NN(C1=O)C1CCN(CC1)S(=O)(=O)NC1=CC=CC=C1)NC[C@H]1COCC[C@H]1O